N[C@@H]1C[C@H](CC1)NC1=NC=C(C(=N1)C1=CNC2=CC(=CC=C12)C(=O)OC)C(F)(F)F methyl 3-(2-(((1S,3S)-3-aminocyclopentyl)amino)-5-(trifluoromethyl)pyrimidin-4-yl)-1H-indole-6-carboxylate